acetic acid 4-{(3R,4R,5S)-4-(acetyloxy)-3-[(tert-butoxycarbonyl) amino]-5-methylpiperidin-1-yl}-3-nitro-6,7-dihydro-5H-cyclopenta[b]pyridin-7-yl ester C(C)(=O)O[C@H]1[C@@H](CN(C[C@@H]1C)C1=C2C(=NC=C1[N+](=O)[O-])C(CC2)OC(C)=O)NC(=O)OC(C)(C)C